OC(/C=C/C=O)CC (2E)-4-hydroxy-2-hexenal